heptafluorobutyl-ammonium FC(C(C[NH3+])(F)F)(C(F)(F)F)F